BrCC1=C(C(=CC=C1)C1=CC=CC=C1)C 1-bromomethyl-2-methyl-3-phenylbenzene